3-{1-[4-Amino-3-(5-hydroxypyridin-3-yl)-1H-pyrazolo[3,4-d]pyrimidin-1-yl]ethyl}-4-{3-[(4-methylpiperazin-1-yl)methyl]phenyl}-1H-isochromen-1-one NC1=C2C(=NC=N1)N(N=C2C=2C=NC=C(C2)O)C(C)C=2OC(C1=CC=CC=C1C2C2=CC(=CC=C2)CN2CCN(CC2)C)=O